γ-glycidoxypropylacetoxymethoxyisopropylsilane C(C1CO1)OCCC[SiH](C(C)C)OCOC(C)=O